6-(4-fluoro-2-methyl-1H-indol-5-yl)-8-(4-fluoropiperidine-1-carbonyl)-2-(oxetan-3-yloxy)-1,6-naphthyridin-5(6H)-one FC1=C2C=C(NC2=CC=C1N1C(C=2C=CC(=NC2C(=C1)C(=O)N1CCC(CC1)F)OC1COC1)=O)C